5-hydroxy-2-(morpholine-4-carbonyl)benzo[b]Thiophene-4-carbaldehyde OC1=C(C2=C(SC(=C2)C(=O)N2CCOCC2)C=C1)C=O